C(C)OC(=O)C1=CC(=NN1)C(F)(F)F.C(=C)N1C(CCC1)=S N-vinyl-thiopyrrolidone ethyl-3-(trifluoromethyl)-1H-pyrazole-5-carboxylate